NC1=CC(=C(C=C1)CCSCNC(=O)[C@H](C)NC(OC(C)(C)C)=O)Cl tert-butyl N-[(1S)-1-[([[2-(4-amino-2-chlorophenyl)ethyl]sulfanyl]-methyl)carbamoyl]-ethyl]carbamate